COC1=C(C=CC(=C1)OC)N1C(C2=CC=CC=C2C(=N1)C(=O)N1CCN(CC1)C1=CC=C(C=C1)OC)=O 2-(2,4-dimethoxyphenyl)-4-[[4-(4-methoxyphenyl)-1-piperazinyl]carbonyl]-1(2H)-phthalazinone